N-(3-(1-(3-Amino-4-methylphenyl)-2-oxo-1,2-dihydrobenzo[h][1,6]naphthyridin-8-yl)phenyl)methanesulfonamide NC=1C=C(C=CC1C)N1C(C=CC2=CN=C3C(=C12)C=CC(=C3)C=3C=C(C=CC3)NS(=O)(=O)C)=O